(R)-8-acetyl-5,7-dihydroxy-3,4a,6-trimethyl-1,4a-dihydro-4H-benzofuro[3,2-f]indazol-4-one C(C)(=O)C1=C(C(=C(C2=C1OC=1[C@@]2(C(C=2C(=NNC2C1)C)=O)C)O)C)O